IC=1C=CC(=NC1)N1CCC(CC1)C(=O)N1CCC(CC1)N1N=CC(=C1)COC1=CC=C(C=C1)C1C(NC(CC1)=O)=O 3-(4-((1-(1-(1-(5-iodopyridin-2-yl)piperidine-4-carbonyl)piperidin-4-yl)-1H-pyrazol-4-yl)methoxy)phenyl)piperidine-2,6-dione